CN(C1CCC(CC1)NC1=NC=C2N=C(N(C2=N1)C)C=1C=CC(=C(C1)NS(=O)(=O)CC1=CC=C(C=C1)F)F)C N-(5-(2-(((1r,4r)-4-(dimethylamino)cyclohexyl)amino)-9-methyl-9H-purin-8-yl)-2-fluorophenyl)-1-(4-fluorophenyl)methanesulfonamide